ClC=1C=C(C=CC1NC(=O)NCCC=1SC=C2C1CN(C2=O)C2C(NC(CC2)=O)=O)C 1-(3-chloro-4-tolyl)-3-(2-(5-(2,6-dioxopiperidin-3-yl)-4-oxo-5,6-dihydro-4H-thieno[3,4-c]pyrrol-1-yl)ethyl)urea